C(C1=CC=CC=C1)N1CC=2C(CC1)=C(N(N2)C2=NC=C(C#N)C=C2)O 6-(6-benzyl-3-hydroxy-4,5,6,7-tetrahydro-2H-pyrazolo[3,4-c]pyridin-2-yl)nicotinonitrile